N-(4-chlorophenyl)-1-methyl-1H-imidazole-4-carboxamide ClC1=CC=C(C=C1)NC(=O)C=1N=CN(C1)C